BrC1=CC=C(C=C1)C#CC=1C=NC=CC1NC(OC(C)(C)C)=O tert-Butyl 3-((4-bromophenyl)ethynyl)pyridin-4-ylcarbamate